C1(=CC=CC=C1)C(=S)SC(C(=O)O)C 2-(phenylthioformyl-thio)propionic acid